1,3,6-tri-O-galloyl-β-D-glucopyranose C(C1=CC(O)=C(O)C(O)=C1)(=O)O[C@H]1[C@H](O)[C@@H](OC(C2=CC(O)=C(O)C(O)=C2)=O)[C@H](O)[C@H](O1)COC(C1=CC(O)=C(O)C(O)=C1)=O